5-fluoro-3-(2-(3-(4-fluorophenyl)-4-oxothiazolidine-2-ylidene)hydrazono)-1H-indol-2-one FC=1C=C2C(C(NC2=CC1)=O)=NN=C1SCC(N1C1=CC=C(C=C1)F)=O